CNCN1C(C2=CC=CC=C2CC1)=O ((methylamino)methyl)-3,4-dihydroisoquinolin-1(2H)-one